FC1=C(C=C(C(=C1O)F)C(F)(F)F)C1=NN(C2=NC(=NC=C21)N2CC1(C2)C(NCCC1)=O)C 2-(3-(2,4-Difluoro-3-hydroxy-5-(trifluoromethyl)phenyl)-1-methyl-1H-pyrazolo[3,4-d]pyrimidin-6-yl)-2,6-diazaspiro[3.5]nonan-5-one